6-(1-(1-ethoxyethyl)-1H-pyrazol-4-yl)-7-fluoro-5-isopropoxy-[1,2,4]triazolo[1,5-a]pyridin-2-amine C(C)OC(C)N1N=CC(=C1)C=1C(=CC=2N(C1OC(C)C)N=C(N2)N)F